[C@@H]1([C@@H](O)[C@H](O)[C@H](O)[C@@H](O1)C)O[C@H]1[C@@H](O[C@@H]([C@@H]([C@@H]1O)O)CO)O[C@@H]1[C@H]([C@@H](OC)O[C@@H]([C@@H]1O)CO)NC(C)=O Methyl α-L-fucopyranosyl-(1→2)-β-D-galactopyranosyl-(1→3)-2-acetamido-2-deoxy-α-D-galactopyranoside